N-propyl-D-alaninamide C(CC)NC([C@H](N)C)=O